tert-Butyl 5-(3-cyanopropyl)-2,2-dimethyl-pyrrolidine-1-carboxylate C(#N)CCCC1CCC(N1C(=O)OC(C)(C)C)(C)C